2-[[4-[[4-(trifluoromethyl)phenyl]methyl]-1H-indazole-3-carbonyl]amino]spiro[3.3]heptane-6-carboxylic acid FC(C1=CC=C(C=C1)CC1=C2C(=NNC2=CC=C1)C(=O)NC1CC2(C1)CC(C2)C(=O)O)(F)F